C1(CC1)[C@@H]1N(C2=CC=C(C=C2[C@@H]([C@H]1C)NC1=NC=CC(=N1)C)F)C(C)=O ((2S,3R,4R)-2-cyclopropyl-6-fluoro-3-methyl-4-((4-methylpyrimidin-2-yl)amino)-3,4-dihydroquinolin-1(2H)-yl)ethanone